(2R)-2-(p-tolylsulfonyloxymethyl)morpholine-4-carboxylic acid tert-butyl ester C(C)(C)(C)OC(=O)N1C[C@@H](OCC1)COS(=O)(=O)C1=CC=C(C=C1)C